Phenol phthalate C(C=1C(C(=O)O)=CC=CC1)(=O)O.C1(=CC=CC=C1)O